3-[1-(oxan-2-yl)-1H-1,2,3,4-tetrazol-5-yl]phenylmethanol O1C(CCCC1)N1N=NN=C1C=1C=C(C=CC1)CO